4-bromo-1-(tert-butyl)-1H-1,2,3-triazole-5-carboxamide BrC=1N=NN(C1C(=O)N)C(C)(C)C